[Fe].C(C)[Si](COCCC)(COCCC)CC diethyl-bis(propoxymethyl)silane Iron